6-chloro-N-[5-(2,2-difluoroethyl)-4-methoxy-pyrimidin-2-yl]-1H-pyrrolo[2,3-b]pyridine-3-sulfonic acid amide ClC1=CC=C2C(=N1)NC=C2S(=O)(=O)NC2=NC=C(C(=N2)OC)CC(F)F